BrC1=CC(=C(CN2C(C3=CC=CC(=C3C2([2H])O)F)=O)C(=C1)F)F 2-(4-bromo-2,6-difluorobenzyl)-4-fluoro-3-hydroxyisoindolin-1-one-3-d